C(C1CO1)N1C(N(C(N(C1=O)CC=C)=O)CC1CO1)=O 1,3-bis(2,3-epoxypropyl)-5-(2-propenyl)-1,3,5-triazine-2,4,6(1H,3H,5H)-trione